(1,5-Dimethyl-4-oxo-4,5-dihydro-1H-pyrrolo[3,2-c]pyridin-3-yl)carbamic acid tert-butyl ester C(C)(C)(C)OC(NC1=CN(C2=C1C(N(C=C2)C)=O)C)=O